2-(2,6-dimethyl-3-(methylsulfonamido)phenyl)acetic acid CC1=C(C(=CC=C1NS(=O)(=O)C)C)CC(=O)O